[4-(2-methoxyethyl)phenyl]boranediol COCCC1=CC=C(C=C1)B(O)O